(R)-N-(cyclobutylmethyl)-1-(6-(3-(4-(5-cyclopropylpyridin-3-yl)-1H-1,2,3-triazol-1-yl)oxetan-3-yl)pyridin-3-yl)piperidin-3-amine C1(CCC1)CN[C@H]1CN(CCC1)C=1C=NC(=CC1)C1(COC1)N1N=NC(=C1)C=1C=NC=C(C1)C1CC1